9-Hydroxy-octacosanoic acid OC(CCCCCCCC(=O)O)CCCCCCCCCCCCCCCCCCC